C(N)(=N)NC(=O)N AMIDINOUREA